Quinoline-5-carboxylic acid tert-butyl ester C(C)(C)(C)OC(=O)C=1C=2C=CC=NC2C=CC1